Dichloro(1,3-bis(diphenylphosphino)propane) nickel [Ni].ClC(CP(C1=CC=CC=C1)C1=CC=CC=C1)(CP(C1=CC=CC=C1)C1=CC=CC=C1)Cl